1-benzothiophen-2-yl-isoquinoline S1C(=CC2=C1C=CC=C2)C2=NC=CC1=CC=CC=C21